resorcinol oxy-dipropionate O(CCC(=O)O)CCC(=O)O.C1(O)=CC(O)=CC=C1